N[C@H](C(C)(C)S)C(=O)O D-penicillamin